CN(C=1C=CC(=C(C1)N1/C(/SCC1=O)=N/C(=O)NC1=C(C=C(C=C1)C1=NN(C=N1)C1=CC=C(C=C1)S(=O)C(F)(F)F)F)C(C)C)C (Z)-1-(3-(5-(dimethylamino)-2-isopropylphenyl)-4-oxothiazolidin-2-ylidene)-3-(2-fluoro-4-(1-(4-((trifluoromethyl)sulfinyl)phenyl)-1H-1,2,4-triazol-3-yl)phenyl)urea